BrCCC1(CC1)O[Si](C)(C)C(C)(C)C [1-(2-Bromoethyl)cyclopropyl]oxy-tert-butyl-dimethylsilane